4-(8-((diphenylmethylene)amino)-1,6-naphthyridin-2-yl)thiomorpholine 1,1-dioxide C1(=CC=CC=C1)C(C1=CC=CC=C1)=NC=1C=NC=C2C=CC(=NC12)N1CCS(CC1)(=O)=O